C(C)OC(C[C@@H](C=1C=C(C(=CC1)OC(F)(F)F)C1=C(C=CC=C1)C)NC(=O)NC=1C(N(C=CC1O)C)=O)=O.[PH4+] phosphonium (S)-3-(3-(4-hydroxy-1-methyl-2-oxo-1,2-dihydropyridin-3-yl)ureido)-3-(2'-methyl-6-(trifluoromethoxy)biphenyl-3-yl)propanoic acid ethyl ester